CC1(OB(OC1(C)C)C=1C=NN(C1)C(=O)OC(C)(C)C)C tert-butyl (4-(4,4,5,5-tetramethyl-1,3,2-dioxaborolan-2-yl)pyrazole-1-yl)carboxylate